FC(C1=C(C=C(C=C1)C(F)(F)F)C=1CCCC2=C(C1C1=CC=C(C=C1)C=C1CN(C1)CCCF)C=CC(=C2)C(=O)O)(F)F 8-(2,5-bis(trifluoromethyl)phenyl)-9-(4-((1-(3-fluoropropyl)azetidin-3-ylidene)methyl)phenyl)-6,7-dihydro-5H-benzo[7]annulene-3-carboxylic acid